2H-1,4-oxazine O1CC=NC=C1